methyl (2S)-2-[[(benzyloxy)carbonyl]amino]-3-[3-hydroxybicyclo[1.1.1]pentan-1-yl]propanoate C(C1=CC=CC=C1)OC(=O)N[C@H](C(=O)OC)CC12CC(C1)(C2)O